aniline-1-d NC1(CC=CC=C1)[2H]